CCCCCCCCCCCCC(=O)O[C@H](COC(=O)CCC/C=C\C/C=C\C/C=C\C/C=C\CCCCC)COP(=O)(O)OC[C@H](CO)O 1-(5Z,8Z,11Z,14Z-eicosatetraenoyl)-2-tridecanoyl-glycero-3-phospho-(1'-sn-glycerol)